(R)-9-(5-(Difluoromethyl)-1,3,4-thiadiazol-2-yl)-4-(1-(2-methoxypropanoyl)piperidin-4-yl)-N-(1-methylcyclopropyl)-9H-pyrimido[4,5-b]indole-7-sulfonamide FC(C1=NN=C(S1)N1C2=C(C3=CC=C(C=C13)S(=O)(=O)NC1(CC1)C)C(=NC=N2)C2CCN(CC2)C([C@@H](C)OC)=O)F